CC=1C(=C(C(=O)O)C=C(C1)Cl)NC1=C(C=NC2=CC=C(C=C12)Cl)C1CCC(CC1)=O methyl-5-chloro-2-[[6-chloro-3-(4-oxocyclohexyl)-4-quinolyl]amino]benzoic acid